(4-(cyclopropylmethyl)-4H-pyrrolo[2,3-d]thiazol-5-yl)methanol C1(CC1)CN1C(=CC2=C1N=CS2)CO